2-(3-((tert-butyldimethylsilyl)oxy)-2,2-dimethylpropyl)phenol [Si](C)(C)(C(C)(C)C)OCC(CC1=C(C=CC=C1)O)(C)C